ethyl 2-methyl-4-(pyrimidin-2-yl)quinoline-6-carboxylate CC1=NC2=CC=C(C=C2C(=C1)C1=NC=CC=N1)C(=O)OCC